propyl-dimethylallylammonium bromide [Br-].C(CC)[NH2+]CC=C(C)C